N-(2-methylphenyl)-4-difluoromethoxy-3-methoxybenzamide CC1=C(C=CC=C1)NC(C1=CC(=C(C=C1)OC(F)F)OC)=O